2-amino-6-borono-2-(3-(4-ethylpiperazin-1-yl)propyl)hexanoic acid NC(C(=O)O)(CCCCB(O)O)CCCN1CCN(CC1)CC